FC(C(C1=NN=CN1C)F)(C)C=1C=C(N)C=CC1 3-[1,2-difluoro-1-methyl-2-(4-methyl-1,2,4-triazol-3-yl)ethyl]aniline